COC([C@H](CC(C)C)N1N=C(C(=C(C1=O)C)C)CCN1CC(C1)OC)=O (S)-2-(3-(2-(3-methoxyazetidin-1-yl)ethyl)-4,5-dimethyl-6-oxopyridazin-1(6H)-yl)-4-methylpentanoic acid methyl ester